(S)-spiro[azepan-4,4'-pyrido[2,3-d][1,3]oxazin]-2'(1'H)-one N1C(O[C@]2(C3=C1N=CC=C3)CCNCCC2)=O